O=C(CCC=O)N1CCCCC1 4-OXO-4-(PIPERIDIN-1-YL)BUTANAL